C(#N)C1=CC(=C(C=C1)N1C(N(C(C1=O)(C)C)C1=CC(=C(C(=O)NC)C=C1)F)=S)C(F)(F)F 4-(3-(4-cyano(trifluoromethyl)phenyl)-5,5-dimethyl-4-oxo-2-thioxoimidazolidin-1-yl)-2-fluoro-N-methylbenzamide